[I-].C[N+](CC(C)(C)C)(C)C Trimethyl-neopentyl-ammonium iodide